(S)-tert-butyl(1-oxo-1-((4-((4-(trifluoromethyl)benzyl)oxy)benzyl)amino)prop-2-yl)carbamate C(C)(C)(C)OC(N[C@H](C(NCC1=CC=C(C=C1)OCC1=CC=C(C=C1)C(F)(F)F)=O)C)=O